COC=1C=C(C=CC1C=1CCNCC1)NC(C1=C(C=C(C=C1)C=1CCNCC1)C)=O N-[3-methoxy-4-(1,2,3,6-tetrahydro-pyridin-4-yl)-phenyl]-2-methyl-4-(1,2,3,6-tetrahydro-pyridin-4-yl)-benzamide